N1(CCOCC1)C1=CC(C2=C(O1)C=CC1=CC=CC=C12)=O 3-(4-Morpholinyl)-1H-naphtho[2,1-b]pyran-1-one